C1(CCCCC1)CC(=O)O[C@@H]1[C@H](O[C@@]([C@@H]1O)(C#N)C1=CC=C2C(=NC=NN21)NC([C@H](C(C)C)N)=O)CO (2R,3S,4R,5R)-5-(4-((S)-2-amino-3-methylbutanamido)pyrrolo[2,1-f][1,2,4]triazin-7-yl)-5-cyano-4-hydroxy-2-(hydroxymethyl)tetrahydrofuran-3-yl 2-cyclohexylacetate